C12C(CC(CC1)C2)C2=CC=CC(N2)=O 6-(2-bicyclo[2.2.1]heptyl)-2-pyridone